C(C)(C)(C)C1N(CCN(C1)CC1=NC2=C(N1C)C=CC(=C2)Br)C(=O)OC[C@@H]2[C@H]([C@H]([C@@H](O2)N2C(=NC=1C(=O)NC(N)=NC21)S(=O)(=O)C2=CC=C(C=C2)Cl)O)O 8-(4-Chlorophenylsulfonyl)guanosine tert-butyl-4-((5-bromo-1-methyl-1H-benzo[d]imidazol-2-yl)methyl)piperazine-1-carboxylate